C(C1=CC=CC=C1)OC1=C2C=CNC2=C(C=C1)C 4-(benzyloxy)-7-methyl-1H-indole